OC(C1=CC(=C(N=N1)C1=C(C=C(C=C1)C(F)(F)F)O)C)C1CN2CCCC2CC1 2-(6-(Hydroxy(octahydroindolizin-6-yl)methyl)-4-methylpyridazin-3-yl)-5-(trifluoromethyl)phenol